tert-Butyl-(3-(2-((4-(3-amino-1H-indazol-5-yl)pyridin-2-yl)amino)-2-oxoethyl)phenyl)carbamate C(C)(C)(C)OC(NC1=CC(=CC=C1)CC(=O)NC1=NC=CC(=C1)C=1C=C2C(=NNC2=CC1)N)=O